FC(C1=CC=2C[C@H]3OC(CN[C@H]3C2C=C1F)C)F (4aS,9aR)-7-(difluoromethyl)-6-fluoro-2-methyl-2,3,4,4a,9,9a-hexahydroindeno[2,1-b][1,4]oxazine